C(C)OC([C@@H](NC(CCCCCCCCCCC)=O)CCCNC(N)=N)=O.BrC=1C=C(C=C(C1)C(F)F)N1N=CC(=C1)CCl 1-[3-bromo-5-(difluoromethyl)phenyl]-4-(chloromethyl)pyrazole ethyl-Nα-lauroyl-L-arginate